5Z,8Z,11Z,14Z-eicosatetraenamide CCCCC/C=C\C/C=C\C/C=C\C/C=C\CCCC(=O)N